3-amino-N-(3-amino-4-carboxyphenyl)-4-carboxybenzamide NC=1C=C(C(=O)NC2=CC(=C(C=C2)C(=O)O)N)C=CC1C(=O)O